3-(1H-pyrrolo[2,3-b]pyridin-5-yl)-N-(p-tolyl)pyrazolo[1,5-a]pyridine-5-carboxamide N1C=CC=2C1=NC=C(C2)C=2C=NN1C2C=C(C=C1)C(=O)NC1=CC=C(C=C1)C